C(C1=CC=CC=C1)OC(=O)N1[C@H](CN(C[C@@H]1C)C1=NC(=NC2=C1C=1N(C(=N2)C2=CC=CC3=CC=CC(=C23)Cl)N=CC1)Cl)CC#N (2S,6S)-4-(3-chloro-6-(8-chloronaphthalen-1-yl)pyrazolo[1,5-c]pyrimido[5,4-e]pyrimidin-1-yl)-2-(cyanomethyl)-6-methylpiperazine-1-carboxylic acid benzyl ester